(E)-Hex-3-en-1-yl-(E)-3-(4-methoxyphenyl)acrylat C(C\C=C\CC)OC(\C=C\C1=CC=C(C=C1)OC)=O